CS(=O)(=O)C1=CC=C(C=C1)C1=CC2=NC=CC(=C2O1)C1=CC(=NC=C1)N1CC(C1)O 1-(4-(2-(4-(methylsulfonyl)phenyl)furo[3,2-b]pyridin-7-yl)pyridin-2-yl)azetidin-3-ol